2-Chloro-1-(4-(3-(4,5-dihydropyrrolo[1,2-a]quinoxalin-4-yl)pyridin-2-yl)piperazin-1-yl)ethan-1-one ClCC(=O)N1CCN(CC1)C1=NC=CC=C1C1C=2N(C3=CC=CC=C3N1)C=CC2